(+/-)-trans-2,3-dimethyloxirane C[C@@H]1O[C@H]1C |r|